(R)-1-(4,4-difluorocyclohexyl)-4-(5-methylthiazol-2-yl)-N-(1-(2-(trifluoromethyl)pyrimidin-5-yl)ethyl)-1H-indazole-6-carboxamide FC1(CCC(CC1)N1N=CC2=C(C=C(C=C12)C(=O)N[C@H](C)C=1C=NC(=NC1)C(F)(F)F)C=1SC(=CN1)C)F